BrC=1C=CC(=NC1)N1CC2N(C(C1)C2)CC2=NC=CC=C2 3-(5-bromopyridin-2-yl)-6-(pyridin-2-ylmethyl)-3,6-diazabicyclo[3.1.1]heptane